C1(OC(C(F)O1)(CC=C)F)=O 1,2-difluoro-1-allylethylene carbonate